(S)-(1-Aminoprop-2-yl)carbamic acid tert-butyl ester C(C)(C)(C)OC(N[C@H](CN)C)=O